5-bromo-2-methyl-8-phenyl-[1,2,4]triazolo[1,5-a]pyrazin-6-amine BrC1=C(N=C(C=2N1N=C(N2)C)C2=CC=CC=C2)N